4-BROMO-3,5-DIFLUORO-PHENYLISOCYANIDE BrC1=C(C=C(C=C1F)[N+]#[C-])F